FC1=C(C(=O)N)C=CC(=C1)[C@@H](C1=CC=NC=C1)OC1=C(C=C2C(CCOC2=C1C)=O)F (R,S)-2-fluoro-4-(((6-fluoro-8-methyl-4-oxochroman-7-yl)oxy)(pyridin-4-yl)methyl)benzamide